CN(C\C=C/1\C(N(C[C@@H]1C)C1=CC2=C(N=CN=C2NC2=C(C=C(C(=C2)C)OC2=CC3=C(N(N=N3)C)C=C2)F)C=N1)=O)C (3E,4R)-3-[2-(dimethylamino)ethylidene]-1-[4-({2-fluoro-5-methyl-4-[(1-methyl-1,2,3-benzotriazol-5-yl)oxy]phenyl}amino)pyrido[3,4-d]pyrimidin-6-yl]-4-methylpyrrolidin-2-one